N-(bicyclo[2.2.1]heptan-2-yl)-N-(1H-pyrazol-5-yl)-3-p-tolylpropanamide C12C(CC(CC1)C2)N(C(CCC2=CC=C(C=C2)C)=O)C2=CC=NN2